N-acetyldihydroquinoline C(C)(=O)N1CCCC2=CC=CC=C12